C(=O)C1=CC=C(C=C1)N1N=C(C(=C1)C(=O)NC1=CC=C(C=C1)OC(F)(F)F)C 1-(4-formylphenyl)-3-methyl-N-[4-(trifluoromethoxy)phenyl]pyrazole-4-carboxamide